C(CCCCC)C(CCCCC)OC(CCCCC)CCCCCC 1-hexylhexyl ether